N2,N4-di(naphthalen-1-yl)-5-(trifluoromethyl)pyrimidine-2,4-diamine C1(=CC=CC2=CC=CC=C12)NC1=NC=C(C(=N1)NC1=CC=CC2=CC=CC=C12)C(F)(F)F